(2S)-2-benzyl-3-(cis-perhydroisoindole-2-carbonyl)propionic acid C(C1=CC=CC=C1)[C@H](C(=O)O)CC(=O)N1C[C@H]2CCCC[C@H]2C1